C(C)(C)(C)OC(CNC(C1=CC=C(C=C1)OC1=NC=C(C=C1)C(F)(F)F)=O)=O (4-((5-(trifluoromethyl)pyridin-2-yl)oxy)benzoyl)glycine tert-butyl ester